CC1(OC[C@H](O1)CO)C |r| rac-2,2-dimethyl-1,3-dioxolane-4-methanol